C1(CC1)CN1C(=CC=2C1=NC=CC2)C2=NC1=C(N2C)C(=CC(=C1)C(=O)N1CC(C(CC1)F)O)OC 1-{2-[1-(cyclopropylmethyl)-1H-pyrrolo[2,3-b]pyridin-2-yl]-7-methoxy-1-methyl-1H-1,3-benzodiazole-5-carbonyl}-4-fluoropiperidin-3-ol